C(C)[C@]1(C(OCC=2C(N3CC=4N(C5=CC=C(C=C5C(C4C3=CC21)=O)F)C2COCC2)=O)=O)O (4S)-4-ethyl-8-fluoro-4-hydroxy-11-(tetrahydrofuran-3-yl)-1,12-dihydro-14H-pyrano[3',4':6,7]indolizino[2,1-b]quinoline-3,6,14(4H,11H)-trione